CC(CN1N=C(C=2C1=NC(=NC2N)N)I)(CC)C 1-(2,2-dimethyl-butyl)-3-iodo-1H-pyrazolo[3,4-d]pyrimidine-4,6-diamine